9-(naphthalen-2-ylsulfinyl)-10-phenylphenanthrene C1=C(C=CC2=CC=CC=C12)S(=O)C=1C2=CC=CC=C2C=2C=CC=CC2C1C1=CC=CC=C1